(2S,7R)-N-{1-cyano-2-[5-(3-methyl-2-oxo-1,3-benzoxazol-5-yl)thieno[3,2-b]thiophen-2-yl]ethyl}-7-methoxy-1,4-oxazocane-2-carboxamide C(#N)C(CC1=CC2=C(S1)C=C(S2)C=2C=CC1=C(N(C(O1)=O)C)C2)NC(=O)[C@H]2OC[C@@H](CCNC2)OC